(S)-3-(4-chlorophenyl)-piperidine ClC1=CC=C(C=C1)[C@H]1CNCCC1